C(C1=CC=CC=C1)OC[C@@H]1O[C@@H](CN(C1)C1=C2C=CC=NC2=C(C=C1)C#N)C 5-((2r,6r)-2-((benzyloxy)methyl)-6-methylmorpholino)-quinoline-8-carbonitrile